CN([C@H]1CN(CC1)C=1C=C(C=CC1)N1C=NC(=C1)NC=1N=CC(=NC1)C#N)C (R)-5-((1-(3-(3-(Dimethylamino)pyrrolidin-1-yl)phenyl)-1H-imidazol-4-yl)amino)pyrazine-2-carbonitrile